C(C#C)C=1C(NC(N([C@H]2[C@H](O)[C@H](O)[C@@H](CO)O2)C1)=O)=O C5-propargyl-uridine